Cl.COC1=NC=C(C=C1)CC1(CCNCC1)OC 2-methoxy-5-[(4-methoxy-4-piperidyl)methyl]pyridine hydrochloride